dimethoxydodecenyl pentoxymethyl ether C(CCCC)OCOC=CCCCCCCCCCC(OC)OC